N,N'-diphenyl-benzoyl-hydrazine C1(=CC=CC=C1)N(NC1=CC=CC=C1)C(C1=CC=CC=C1)=O